1-Bromo-2-methoxyethan BrCCOC